{2-(2-fluoro-5-hydroxybenzoyl)-2-aza-6-spiro[3.3]heptyl}[3-(o-tolyl)-1-pyrazolyl]methanone FC1=C(C(=O)N2CC3(C2)CC(C3)C(=O)N3N=C(C=C3)C3=C(C=CC=C3)C)C=C(C=C1)O